COC1=CC=C2C(=N1)C(=CN2)C2N(CCC1=CC(=CC=C21)C2=CC=CC=C2)C(=O)N (5-methoxy-1H-pyrrolo[3,2-b]pyridin-3-yl)-6-phenyl-3,4-dihydroisoquinoline-2(1H)-carboxamide